2-(6-fluoropyridin-3-yl)-2-hydroxyacetamide FC1=CC=C(C=N1)C(C(=O)N)O